O=C1N([C@H](CN1)C(=O)[O-])C(=O)[O-] (R)-2-oxoimidazolidine-1,5-dicarboxylate